FC(F)C1=C(NC2=CC=CC=C12)CO difluoromethyl-indolmethanol